O[C@H](C)C1=NC=2C(=C3C(=NC2)NC=C3)N1C1CN(CC1)C(=O)OC(C)(C)C Tert-butyl 3-(2-((R)-1-hydroxyethyl)imidazo[4,5-d]pyrrolo[2,3-b]pyridin-1(6H)-yl)pyrrolidine-1-carboxylate